C(C)(=O)N[C@H]1[C@H](CC[C@H](C1)NC(C)(C)C)N1C([C@H](CC1)NC1=NC(=NC2=CC=C(C=C12)C(F)(F)F)C1CCN(CC1)C(=O)OC(C)(C)C)=O tert-butyl 4-(4-(((S)-1-((1S,2R,4R)-2-acetamido-4-(tert-butylamino)cyclohexyl)-2-oxopyrrolidin-3-yl)amino)-6-(trifluoromethyl)quinazolin-2-yl)piperidine-1-carboxylate